BrC=1C(=C2C(=NC1)N(C[C@]21C[C@H](CC1)O)C(=O)OC(C)(C)C)Cl |r| tert-butyl (1RS,3SR)-5'-bromo-4'-chloro-3-hydroxyspiro[cyclopentane-1,3'-pyrrolo[2,3-b]pyridine]-1'(2'H)-carboxylate